CS(=O)(=O)[O-].C(CCC)C1(CS(C2=C([C@@H]([C@H]1O)C1=CC=C(OCCCC[N+]34CCN(CC3)CC4)C=C1)C=C(C=C2)N(C)C)(=O)=O)CCCC |&1:14| 1-[4-[4-[(4R,SR)-3,3-dibutyl-7-(dimethylamino)-2,3,4,5-tetrahydro-4-hydroxy-1,1-dioxido-1-benzothiepin-5-yl]phenoxy]butyl]4-aza-1-azoniabicyclo[2.2.2]octane methanesulfonate salt